(S)-6-((benzo[d]thiazol-7-yl(1-(1-(trifluoromethyl)cyclopropyl)-1H-1,2,3-triazol-4-yl)methyl)amino)-8-fluoro-4-(neopentylamino)quinoline-3-carbonitrile S1C=NC2=C1C(=CC=C2)[C@@H](C=2N=NN(C2)C2(CC2)C(F)(F)F)NC=2C=C1C(=C(C=NC1=C(C2)F)C#N)NCC(C)(C)C